N-((5-(5-fluoro-2-methoxyphenyl)-1H-1,2,4-triazol-3-yl)methyl)-2-(trifluoromethoxy)benzamide FC=1C=CC(=C(C1)C1=NC(=NN1)CNC(C1=C(C=CC=C1)OC(F)(F)F)=O)OC